ClC=1C=NC(=NC1)C=1C(=CC(=NC1)NC(C)=O)NC1=NC(=NC(=C1)C)C(C)(F)F N-(5-(5-chloropyrimidin-2-yl)-4-((2-(1,1-difluoroethyl)-6-methylpyrimidin-4-yl)amino)pyridin-2-yl)acetamide